O1C=NC=C1C([2H])([2H])N oxazol-5-ylmethyl-d2-Amine